[Mo](F)(F)(F)(F)(F)F Molybdenum(VI) fluoride